5-Tert-butyl((1r,4r)-4-(aminomethyl)cyclohexyl)(methyl)carbamate C(C)(C)(C)C1[C@@H](CC[C@H](C1)N(C([O-])=O)C)CN